COC(C1=C(C=CC=C1)CN1C(=NC2=C1C=CC=C2)Cl)=O ((2-chloro-1H-benzo[d]imidazol-1-yl)methyl)benzoic acid methyl ester